N-((1S)-8,9-difluoro-4-hydroxy-6-oxo-1,2,3,4,5,6-hexahydrophenanthridin-1-yl)-N-methyl-1H-indole-2-carboxamide FC=1C=C2C(NC=3C(CC[C@@H](C3C2=CC1F)N(C(=O)C=1NC2=CC=CC=C2C1)C)O)=O